NC1=C(C=C(C=C1)N)Cl 1,4-diaminochlorobenzene